ClC=1C(=CC(=C(C1)NC(OCC=1C=C2C(N(CC2=C(C1)OC)C1C(NC(CC1)=O)=O)=O)=O)F)C (2-(2,6-dioxopiperidin-3-yl)-7-methoxy-3-oxoisoindolin-5-yl)methyl (5-chloro-2-fluoro-4-methylphenyl)carbamate